(S)-2-((1-(7-(8-chloronaphthalen-1-yl)-2-((1-methylpyrrolidin-2-yl)methoxy)-5,6,7,8-tetrahydropyrido[3,4-d]pyrimidin-4-yl)azetidin-3-yl)sulfonyl)ethanol ClC=1C=CC=C2C=CC=C(C12)N1CC=2N=C(N=C(C2CC1)N1CC(C1)S(=O)(=O)CCO)OC[C@H]1N(CCC1)C